Cl.BrC1=CNC(C2=C1N=C(N=C2NC2=CC=C(C=C2)OC2=CC=CC=C2)NC2CCN(CC2)C)=O 8-bromo-2-(1-methylpiperidin-4-ylamino)-4-(4-phenoxyphenylamino)pyrido[4,3-d]pyrimidin-5(6H)-one hydrochloride